3-(3,5-difluoro-4-((1R,3R)-3-methyl-2-(2,2,2-trifluoroethyl)-1,2,3,4-tetrahydropyrazino[1,2-a]indol-1-yl)phenoxy)azetidine-1-carboxylic acid tert-butyl ester C(C)(C)(C)OC(=O)N1CC(C1)OC1=CC(=C(C(=C1)F)[C@H]1N([C@@H](CN2C1=CC=1C=CC=CC21)C)CC(F)(F)F)F